N-Ethyl-5-fluoro-N-isopropyl-2-(2-methyl-3-((2S,4RS)-2-methyl-1-((2S,5S)-5-methylpyrrolidine-2-carbonyl)piperidine-4-carbonyl)-1H-pyrrolo[2,3-c]pyridine-1-yl)benzamide C(C)N(C(C1=C(C=CC(=C1)F)N1C(=C(C=2C1=CN=CC2)C(=O)[C@H]2C[C@@H](N(CC2)C(=O)[C@H]2N[C@H](CC2)C)C)C)=O)C(C)C |&1:22|